2-[(6-{[({3-fluorobicyclo[1.1.1]pentan-1-yl}methyl)amino]methyl}imidazo[1,2-a]pyridin-2-yl)methyl]-5-{7-oxa-2-azaspiro[3.5]nonan-2-yl}-1,2-dihydro-2,7-naphthyridin-1-one FC12CC(C1)(C2)CNCC=2C=CC=1N(C2)C=C(N1)CN1C(C2=CN=CC(=C2C=C1)N1CC2(C1)CCOCC2)=O